C(C)N(C1=CC=C2C=C(C(OC2=C1)=O)C=O)CC 7-Diethylaminocoumarin-3-carbaldehyde